1-(5-chloro-2,4-difluorophenyl)-8-((2S,5R)-2,5-dimethylpiperazin-1-yl)-10-(trifluoromethyl)-2H-spiro[[1,4]thiazepino[2,3,4-ij]quinazoline-3,3'-oxetan]-6(4H)-one ClC=1C(=CC(=C(C1)S1CC2(COC2)CN2C(N=C(C3=CC(=CC1=C23)C(F)(F)F)N2[C@H](CN[C@@H](C2)C)C)=O)F)F